ethyl-2''-methyldispiro[[1,3]dioxolane-2,1'-cyclohexane-4',1''-indene] C(C)C1=C(C2(C3=CC=CC=C13)CCC1(CC2)OCCO1)C